N-(8-chloro-4,5-dihydronaphtho[1,2-d]thiazol-2-yl)-4,6-dimethoxypyrimidine-5-carboxamide ClC1=CC=C2CCC3=C(N=C(S3)NC(=O)C=3C(=NC=NC3OC)OC)C2=C1